N-((5-(5-(difluoromethyl)-1,3,4-oxadiazol-2-yl)pyridin-2-yl)methyl)-3-fluoro-N-(3-fluorophenyl)-1-isobutylazetidine-3-carboxamide FC(C1=NN=C(O1)C=1C=CC(=NC1)CN(C(=O)C1(CN(C1)CC(C)C)F)C1=CC(=CC=C1)F)F